6-(2-(5-Cyclopropyl-3-(2,6-dichlorophenyl)isoxazol-4-yl)-7-azaspiro[3.5]non-1-en-7-yl)chinolin C1(CC1)C1=C(C(=NO1)C1=C(C=CC=C1Cl)Cl)C1=CC2(C1)CCN(CC2)C=2C=C1C=CC=NC1=CC2